(4S,5R)-3-[(2S)-4-(5,5-Diphenyl-1,3-dioxan-2-yl)-3,3-dimethyl-1-nitrobutan-2-yl]-4,5-diphenyl-1,3-oxazolidin-2-one C1(=CC=CC=C1)C1(COC(OC1)CC([C@@H](C[N+](=O)[O-])N1C(O[C@@H]([C@@H]1C1=CC=CC=C1)C1=CC=CC=C1)=O)(C)C)C1=CC=CC=C1